CCCCCCCCCCCC(CC)S(=O)(=O)[O-].[Na+] sodium tetradecenesulphonate